1,1-di(allyloxy)but-2-ene C(C=C)OC(C=CC)OCC=C